2,5,8,11,14,17,20,23,26,29,32,35,38,41,44,47,50,53,56,59,62,65,68,71-tetracosaoxa-74-azaheptaheptacontan-77-oic acid COCCOCCOCCOCCOCCOCCOCCOCCOCCOCCOCCOCCOCCOCCOCCOCCOCCOCCOCCOCCOCCOCCOCCOCCNCCC(=O)O